S-((1-amino-2-methylpropan-2-yl)thio)-L-cysteine NCC(C)(C)SSC[C@H](N)C(=O)O